NC=1C2=C(N=C(N1)Cl)N(C=C2Br)[C@H]2[C@@H]([C@@H]([C@H](C2)C2=CC(=CC=C2)CN2CCC2)O)O (1R,2S,3R,5R)-3-(4-amino-5-bromo-2-chloro-7H-pyrrolo[2,3-d]pyrimidin-7-yl)-5-(3-(azetidin-1-ylmethyl)phenyl)cyclopentane-1,2-diol